C(C)(C)C1C(CC(CC1)C)C(COCCCC)(COCCCC)CCC(Br)(F)F 2-(2-isopropyl-5-methylcyclohexyl)-2-(3,3-difluoro-3-bromo-propyl)-1,3-dibutoxypropane